N-[2-[(4,4-difluorocyclohexyl)amino]-1-(5-fluoro-3-pyridyl)-2-oxo-ethyl]-2,2-dimethoxy-N-[4-(pentafluoro-λ6-sulfanyl)phenyl]cyclobutanecarboxamide FC1(CCC(CC1)NC(C(C=1C=NC=C(C1)F)N(C(=O)C1C(CC1)(OC)OC)C1=CC=C(C=C1)S(F)(F)(F)(F)F)=O)F